O1C2=C(NCC1)C=C(C=C2)S(=O)(=O)N2CC1=C(C2)CN(C1)C(=O)C1CCOCC1 (5-((3,4-dihydro-2H-benzo[b][1,4]oxazin-6-yl)sulfonyl)-3,4,5,6-tetrahydropyrrolo[3,4-c]pyrrol-2(1H)-yl)(tetrahydro-2H-pyran-4-yl)methanone